C(C=C)(=O)N[C@H]1CN(CCC1)S(=O)(=O)N1CCC(CC1)CN1CCC2(CN(C2)C2=NC=NC=C2OC2=C(C(=O)N(C(C)C)C(C)C)C=C(C=C2)F)CC1 (R)-2-((4-(7-((1-((3-acryloylaminopiperidin-1-yl)sulfonyl)piperidin-4-yl)methyl)-2,7-diazaspiro[3.5]nonan-2-yl)pyrimidin-5-yl)oxy)-5-fluoro-N,N-diisopropylbenzamide